CNC=1C(=CC=CC1[N+](=O)[O-])N N1-methyl-6-nitrobenzene-1,2-diamine